C(C)(C)C=1OC(=CN1)C1=CC=CC=C1 2-isopropyl-5-phenyl-oxazole